6-fluoro-5-(1-(2-fluoroethyl)-2-methyl-1H-benzo[d]imidazol-6-yl)-4-methoxy-N-(2-oxaspiro[3.5]nonan-7-yl)pyrrolo[2,1-f][1,2,4]triazin-2-amine FC=1C(=C2C(=NC(=NN2C1)NC1CCC2(COC2)CC1)OC)C=1C=CC2=C(N(C(=N2)C)CCF)C1